(1-propylamine) chloride [Cl-].C(CC)N